(3r,4r)-pyrrolidine-3,4-diol N1C[C@H]([C@@H](C1)O)O